BrCC=1C=C2C=CCOC2=CC1 6-(bromomethyl)-2H-chromen